C(C1=CC=CC=C1)OC=1C=NC=CC1N1C=C(C=2C(NCCC21)=O)NC2=C(C(=CC=C2)F)C [3-(benzyloxy)pyridin-4-yl]-3-[(3-fluoro-2-methylphenyl)amino]-1H,5H,6H,7H-pyrrolo[3,2-c]pyridin-4-one